N-[3-fluoro-4-[[7-[(3-fluoro-2-pyridinyl)oxy]-4-methyl-2-oxo-chromen-3-yl]methyl]-2-pyridinyl]methanesulfonamide FC=1C(=NC=CC1CC=1C(OC2=CC(=CC=C2C1C)OC1=NC=CC=C1F)=O)NS(=O)(=O)C